C(CCCCCC)C(=O)OCCC1=CC=2C(=NN(N2)C=2C(=CC3=C(OCO3)C2)O)C=C1 6-(5-heptylcarbonyloxyethyl-2H-benzotriazole-2-yl)benzo[1,3]Dioxol-5-ol